9,10-bis-octanoyloxy-octadecanoic acid hexyl ester C(CCCCC)OC(CCCCCCCC(C(CCCCCCCC)OC(CCCCCCC)=O)OC(CCCCCCC)=O)=O